methyl 2-(S)-acetoxy-3-carboxypropionate C(C)(=O)O[C@H](C(=O)OC)CC(=O)O